FC1=C(C#N)C=C(C(=C1)OCOC)B1OC(C(O1)(C)C)(C)C 2-fluoro-4-(methoxymethyloxy)-5-(4,4,5,5-tetramethyl-1,3,2-dioxaborolan-2-yl)benzonitrile